6-[5-[[1-[(E)-2-(aminomethyl)-3-fluoro-allyl]-5-oxo-1,2,4-triazol-4-yl]methyl]-2-thienyl]-8-(trifluoromethyl)-3,4-dihydro-1H-quinolin-2-one NC/C(/CN1N=CN(C1=O)CC1=CC=C(S1)C=1C=C2CCC(NC2=C(C1)C(F)(F)F)=O)=C\F